3-cyclopropyl-N-(2-fluoro-2-methylpropyl)-7-[(5-methyl-1,3,4-oxadiazol-2-yl)amino]-7,8-dihydro-6H-cyclopenta[g]isoquinoline-5-sulfonamide C1(CC1)C=1N=CC=2C=C3C(=C(C2C1)S(=O)(=O)NCC(C)(C)F)CC(C3)NC=3OC(=NN3)C